BrC=1C=C(C=CC1)SSC1=CC(=CC=C1)Br 1,2-bis(3-bromophenyl)disulfane